[8-(1-octylnonoxy)-8-oxo-octyl] (2S,5S)-5-hydroxypiperidine-2-carboxylate O[C@H]1CC[C@H](NC1)C(=O)OCCCCCCCC(=O)OC(CCCCCCCC)CCCCCCCC